2-propylpentanoic acid bismuth salt [Bi+3].C(CC)C(C(=O)[O-])CCC.C(CC)C(C(=O)[O-])CCC.C(CC)C(C(=O)[O-])CCC